C(C[2H])([2H])([2H])C1=CC=C(C=C1)NC(=O)NC1=CNC2=CC=CC=C12 1-(4-(ethyl-1,1,2-d3)phenyl)-3-(1H-indol-3-yl)urea